CC(C[Mg]Cl)CCCC(=C)C 2,6-dimethyl-6-heptenylmagnesium chloride